dicyclohexyl-[2-(dicyclohexylphosphanyl)ethyl]phosphane C1(CCCCC1)P(CCP(C1CCCCC1)C1CCCCC1)C1CCCCC1